(6S)-9-fluoro-15,15-dimethyl-13-oxa-2,17,20,21,24-pentaazapentacyclo[16.5.2.02,6.07,12.021,25]pentacosane-1(24),7,9,11,18(25),19,22-heptaene-16-one FC=1C=C2[C@@H]3CCCN3C=3C=CN4N=CC(NC(C(COC2=CC1)(C)C)=O)=C4N3